2,2',2''-(10-((6-chloropyridin-2-yl)methyl)-1,4,7,10-tetraazacyclododecane-1,4,7-triyl)triacetic acid ClC1=CC=CC(=N1)CN1CCN(CCN(CCN(CC1)CC(=O)O)CC(=O)O)CC(=O)O